C(CC)OC1=C(C=CC=C1)C=CC(=O)N 3-(2-propoxyphenyl)acrylamide